(2S)-methyl 2-(6-(4-chloro-5-methoxy-1H-indole-2-carbonyl)-6-azaspiro[3.4]octane-7-carboxamido)-3-((S)-2-oxopyrrolidin-3-yl)propanoate ClC1=C2C=C(NC2=CC=C1OC)C(=O)N1CC2(CCC2)CC1C(=O)N[C@H](C(=O)OC)C[C@H]1C(NCC1)=O